[Br-].NCCC[N+](C)(C)C[C@H](COCCCCCCCCCCCCCC)OCCCCCCCCCCCCCC |r| (+-)-N-(3-aminopropyl)-N,N-dimethyl-2,3-bis(tetradecyloxy)-1-propylammonium bromide